2-((1-(2-(5-methoxyisoindolin-2-yl)-3,6-dimethyl-4-oxo-3,4-dihydroquinazolin-8-yl)ethyl)amino)benzoic acid COC=1C=C2CN(CC2=CC1)C1=NC2=C(C=C(C=C2C(N1C)=O)C)C(C)NC1=C(C(=O)O)C=CC=C1